ClC1=CC(=C(C(=O)N2C[C@H](N(CC2)C=2C=CC(=NC2C(=O)NCCC=2N(C=CN2)C)C=2C(=NC=CC2)OCC)CC)C=C1)C(F)(F)F 5-[(2R)-4-[4-chloro-2-(trifluoromethyl)benzoyl]-2-ethylpiperazin-1-yl]-2'-ethoxy-N-[2-(1-methyl-1H-imidazol-2-yl)ethyl]-[2,3'-bipyridine]-6-carboxamide